C(#N)C1=C(C=CC(=C1)C(F)(F)F)N1CCC(CC1)(C(=O)NC[C@H]1N(C[C@H](C1)F)C)C=1C=NC(=CC1)C1=C(C=CC=C1)OC 1-[2-cyano-4-(trifluoromethyl)phenyl]-N-{[(2s,4s)-4-fluoro-1-methylpyrrolidin-2-yl]methyl}-4-[6-(2-methoxyphenyl)pyridin-3-yl]piperidine-4-carboxamide